4-carboxy-1H-pyrazolo[3,4-b]pyridine 7-oxide C(=O)(O)C1=C2C(=[N+](C=C1)[O-])NN=C2